C(OCCN)COCCN 2,2'-Ethylenedioxy-Bis(Ethylamine)